tert-Butyl (3S)-4-((2S)-10-(2,4-difluorophenyl)-2-(methoxymethyl)-5-oxo-9-(trifluoromethyl)-2,3-dihydro-5H-[1,4]thiazino[2,3,4-ij]quinazolin-7-yl)-3-methylpiperazine-1-carboxylate FC1=C(C=CC(=C1)F)C1=C(C=C2C(=NC(N3C2=C1S[C@@H](C3)COC)=O)N3[C@H](CN(CC3)C(=O)OC(C)(C)C)C)C(F)(F)F